p-bromobenzyl-acetonitrile BrC1=CC=C(CCC#N)C=C1